6-amino-N-{2-[3-(difluoromethyl)-4-(ethylamino)pyrrolidin-1-yl]-5,6,7,8-tetrahydroquinolin-6-yl}-2-methylthieno[2,3-d][1,3]thiazole-5-carboxamide NC1=C(SC=2N=C(SC21)C)C(=O)NC2CC=1C=CC(=NC1CC2)N2CC(C(C2)NCC)C(F)F